C(C)(C)(C)OC(=O)N1CC=2N(N=C3C=C(C(=CC23)[N+](=O)[O-])Cl)CC1 8-chloro-9-nitro-3,4-dihydropyrazino[1,2-b]indazole-2(1H)-carboxylic acid tert-butyl ester